3-{3-(2,2-difluoroethoxy)-5-[(2R)-2-methylmorpholin-4-yl]phenyl}-1-[(1-ethyl-1H-pyrazol-4-yl)methyl]-4-methyl-1,3-dihydro-2H-imidazol-2-one FC(COC=1C=C(C=C(C1)N1C[C@H](OCC1)C)N1C(N(C=C1C)CC=1C=NN(C1)CC)=O)F